(Z)-2-[5-(3-cyclopropylpyrazol-1-yl)-2-methyl-phenoxy]-3-methoxy-prop-2-enoic acid methyl ester COC(/C(=C/OC)/OC1=C(C=CC(=C1)N1N=C(C=C1)C1CC1)C)=O